(±)-ketoprofen OC(=O)[C@H](C)C1=CC(C(=O)C2=CC=CC=C2)=CC=C1 |r|